[B].B(O)O boronic acid boron